(S)-3-fluoro-N'-((8-fluoro-1,2,3,5,6,7-hexahydro-s-indacen-4-yl)carbamoyl)-5-(2-hydroxypropan-2-yl)benzenesulfonimidamide FC=1C=C(C=C(C1)C(C)(C)O)[S@](=O)(N)=NC(NC1=C2CCCC2=C(C=2CCCC12)F)=O